6-methyl-5-(trifluoromethyl)pyridin-2-amine 2,2,2-trifluoroacetate FC(C(=O)O)(F)F.CC1=C(C=CC(=N1)N)C(F)(F)F